Tert-butyl (S)-2-((4-(6-((1-(oxetan-3-ylmethyl)-1H-indazol-6-yl) methoxy) pyridin-2-yl) piperidin-1-yl) methyl)-1-(oxetan-2-ylmethyl)-1H-benzo[d]imidazole-6-carboxylate O1CC(C1)CN1N=CC2=CC=C(C=C12)COC1=CC=CC(=N1)C1CCN(CC1)CC1=NC2=C(N1C[C@H]1OCC1)C=C(C=C2)C(=O)OC(C)(C)C